FC1=CC=C(C(=N1)C)[C@@H](C=1N=NN(C1)C1(CC1)C(F)(F)F)NC=1C=C2C(=C(C=NC2=C(C1)C#N)C#N)NCC(C)(C)C (S)-6-(((6-fluoro-2-methylpyridin-3-yl)(1-(1-(trifluoromethyl)cyclopropyl)-1H-1,2,3-triazol-4-yl)methyl)amino)-4-(neopentylamino)quinoline-3,8-dicarbonitrile